C(#N)C=1C=CC(=NC1)N1N=CN=C1[C@H](C)NC(C1=CC(=CC(=C1)C)OC1CCCC1)=O N-{(1S)-1-[1-(5-cyanopyridin-2-yl)-1H-1,2,4-triazol-5-yl]ethyl}-3-(cyclopentyloxy)-5-methylbenzamide